C(CCCCCCC)C1=NNC=N1 3-Octyl-1,2,4-triazole